F[P-](F)(F)(F)(F)F.CN1C=[N+](C=C1)C 1,3-dimethylimidazolium Hexafluorophosphate